C(CCCCC)OC(=O)C=1C(=CC=CC1)C(=O)OCCCCCC.C1(CC1)C=1N=CC2=CC3=C(C(=C2C1)S(NCC(C)(C)F)(=O)=O)C[C@@H](C3)NC3=CC=C(N=N3)C(=O)N 6-[[(7R)-3-cyclopropyl-5-[(2-fluoro-2-methylpropyl)sulfamoyl]-7,8-dihydro-6H-cyclopenta[g]isoquinolin-7-yl]amino]pyridazine-3-carboxamide DIHEXYL-BENZENE-DICARBOXYLATE